FC1=C(C(=O)N[C@H](C(=O)O)CC2=C3C=CC=NC3=C(C=C2)C2=NC(=C(C=C2C)C)C)C(=CC=C1)F (S)-2-(2,6-difluorobenzoylamino)-3-(8-(3,5,6-trimethylpyridin-2-yl)quinolin-5-yl)propionic acid